acryloxymethyl-spiro[indoline-2,3'-[3H]-naphtho[2,1-b](1,4)oxazine] C(C=C)(=O)OCC1=NC2=C(OC13NC1=CC=CC=C1C3)C=CC3=CC=CC=C32